[Cd].[In].[P] phosphorus indium cadmium